[N+](=[N-])=CC(CC[C@@H](C(=O)OC(C)C)NC([C@H](OC)C1=COC=C1)=O)=O isopropyl (S)-6-diazo-2-((R)-2-(furan-3-yl)-2-methoxyacetamido)-5-oxohexanoate